C(\C=C\CC)=O (E)-2-Pentenal